2,4-difluoro-3-(3-(1-methyl-1H-pyrazol-4-yl)-1-((2-(trimethylsilyl)ethoxy)methyl)-1H-pyrazolo[3,4-c]pyridin-5-yl)aniline FC1=C(N)C=CC(=C1C=1C=C2C(=CN1)N(N=C2C=2C=NN(C2)C)COCC[Si](C)(C)C)F